(2S,3S,4R,5R)-3,4-dihydroxyl-5-(2-(5-methoxypyridin-3-yl)-6-(((4-methyl-pyridin-2-yl)methyl)amino)-9H-purin-9-yl)-N-methyltetrahydrothiophen-2-formamide 1,1-dioxide O[C@@H]1[C@H](S([C@H]([C@@H]1O)N1C2=NC(=NC(=C2N=C1)NCC1=NC=CC(=C1)C)C=1C=NC=C(C1)OC)(=O)=O)C(=O)NC